2-(4-cyclopropyl-6-methoxy-pyrimidin-5-yl)-4-[[3-fluoro-4-[1-methyl-4-(trifluoromethyl)imidazol-2-yl]phenyl]methoxy]-5-methoxy-pyrimidine C1(CC1)C1=NC=NC(=C1C1=NC=C(C(=N1)OCC1=CC(=C(C=C1)C=1N(C=C(N1)C(F)(F)F)C)F)OC)OC